C(=O)ON(C1CC2(C1)CCC2)[C@@H]2C[C@@H](CC2)C2=NNC(=C2)NC(CC2=CC(=NS2)C)=O cis-3-(5-(2-(3-methylisothiazol-5-yl)acetamido)-1H-pyrazol-3-yl)cyclopentylspiro[3.3]heptan-2-ylamino Formate